2-chloro-4-methyl-9-phenyl-1,10-phenanthroline ClC1=NC2=C3N=C(C=CC3=CC=C2C(=C1)C)C1=CC=CC=C1